CC(C(C)=O)C=CC 3-methyl-4-hexen-2-one